N1CCC2(CC1)CC1=C(N=CS1)C2N 4,6-dihydrospiro[cyclopenta[d]thiazol-5,4'-piperidin]-4-amine